4-(5-(2-bromo-3-oxopropyl)-2-methoxy-4-methylbenzoyl)piperazine-1-carboxylic acid tert-butyl ester C(C)(C)(C)OC(=O)N1CCN(CC1)C(C1=C(C=C(C(=C1)CC(C=O)Br)C)OC)=O